6-chloro-N-[(3R)-1-ethyl-3-piperidinyl]-5-methyl-pyridazin-3-amine ClC1=C(C=C(N=N1)N[C@H]1CN(CCC1)CC)C